OC1(CCC(CC1)(N1N=C2C=C(C(=CC2=C1)NC(=O)C1=[N+](C(=CC=C1)C)[O-])OC)C#N)CC 2-((2-(trans-4-hydroxy-cis-4-ethylcyanocyclohexyl)-6-methoxy-2H-indazol-5-yl)carbamoyl)-6-methylpyridine 1-oxide